5-((4-(sec-butylamino)-5-methylpyrimidin-2-yl)amino)benzo[c][1,2]oxaborole-1(3H)-ol C(C)(CC)NC1=NC(=NC=C1C)NC1=CC2=C(B(OC2)O)C=C1